[SiH3][Si]([SiH3])([SiH2][Si]([SiH3])([SiH3])[SiH3])[SiH3] 2,2,4,4-tetrasilylpentasilane